norbornyl nonafluorobutanesulfonate FC(C(C(C(S(=O)(=O)OC12CCC(CC1)C2)(F)F)(F)F)(F)F)(F)F